NC=1C(=CC2=C(OCCO2)C1)C(C)(C)O 2-(7-Amino-2,3-dihydrobenzo[b][1,4]dioxin-6-yl)propan-2-ol